C(#N)CC=1C(=C(C(=O)[O-])C=CC1)C#N cyanomethyl-cyanobenzoate